3-(Acetyloxy)-1H-indole-1-carboxylic acid tert-butyl ester C(C)(C)(C)OC(=O)N1C=C(C2=CC=CC=C12)OC(C)=O